[C@@H]12CNC[C@@H](CC1)C2CNC(OCC2=CC=CC=C2)=O Benzyl ((1R,5S,8r)-3-azabicyclo[3.2.1]octan-8-ylmethyl)carbamate